C(CCC)OC(C1=CCC(C=C1)(C)OCC(N1CCCC1)=O)=O 4-(2-oxo-2-(pyrrolidin-1-yl)ethoxy)-4-methylbenzoic acid butyl ester